COC1=CC2=CC=CC=C2C=C1 Methyl-2-naphthylether